C1(=CC2=C(C=C1)O2)C2=NC(=NC(=N2)C(Cl)(Cl)Cl)C(Cl)(Cl)Cl 2-(3,4-epoxyphenyl)-4,6-bis(trichloromethyl)s-triazine